1-Methyl-2-(6-trifluoromethoxy-benzothiazol-2-ylamino)-1H-benzoimidazole-5-carboxylic acid (morpholin-2-ylmethyl)-amide dihydrochloride Cl.Cl.N1CC(OCC1)CNC(=O)C1=CC2=C(N(C(=N2)NC=2SC3=C(N2)C=CC(=C3)OC(F)(F)F)C)C=C1